FC1=C(C2=C(CCO2)C=C1C1(NC(=CC(=N1)NC)C)N)C=1CCCN(CC1)C 2-[6-fluoro-7-(1-methyl-2,3,4,7-tetrahydroazepin-5-yl)-2,3-dihydrobenzofuran-5-yl]-N4,6-dimethyl-pyrimidine-2,4-diamine